N1-((S)-5-methyl-7-((1-methylpiperidin-4-yl)ethynyl)-4-oxo-2,3,4,5-tetrahydrobenzo[b][1,4]oxazepin-3-yl)-N2-((R)-1-phenylethyl)oxalamide CN1C2=C(OC[C@@H](C1=O)NC(C(=O)N[C@H](C)C1=CC=CC=C1)=O)C=CC(=C2)C#CC2CCN(CC2)C